2-[(S)-1-cyclopropylethyl]-5-bromo-7-fluoro-1-isoindolinone C1(CC1)[C@H](C)N1C(C2=C(C=C(C=C2C1)Br)F)=O